N4-(4-([1,2,4]triazolo[1,5-a]pyridin-7-yloxy)-3-methylphenyl)-7-ethoxyquinazoline-4,6-diamine N=1C=NN2C1C=C(C=C2)OC2=C(C=C(C=C2)NC2=NC=NC1=CC(=C(C=C21)N)OCC)C